2-amino-2-(3-pyridyl)propanenitrile NC(C#N)(C)C=1C=NC=CC1